ClC1=CC(=C(OCC(=O)N2CC3=C(CC2)SC(=C3)C3=NOC(=N3)C(F)(F)F)C=C1)C 2-(4-chloro-2-methylphenoxy)-1-(2-(5-(trifluoromethyl)-1,2,4-oxadiazol-3-yl)-6,7-dihydrothieno[3,2-c]pyridin-5(4H)-yl)ethan-1-one